COC1=CC=C(CSC2=NC=C(C#N)C=C2)C=C1 6-((4-methoxybenzyl)thio)nicotinonitrile